N1C=CC2=CC(=CC=C12)C=1N(N=C2C1CN(CC2)C2=NC(=NS2)C(C)C)C2=C(C=CC=C2C)OCC(C)C 5-[3-(1H-indol-5-yl)-2-(2-isobutoxy-6-methyl-phenyl)-6,7-dihydro-4H-pyrazolo[4,3-c]pyridin-5-yl]-3-isopropyl-1,2,4-thiadiazole